S1C(=CC=C1)[S] 2-thiophenyl-sulfur